ClC=1C(=NC(=NC1)NC1=CC(=C(C=C1OC(C)C)C1CCN(CC1)CC=1N=CC(=NC1)N1C(NC(CC1)=O)=O)C)NC1=C(C=CC=C1)S(=O)(=O)C(C)C 1-(5-((4-(4-((5-chloro-4-((2-(isopropylsulfonyl)phenyl)amino)pyrimidin-2-yl)amino)-5-isopropoxy-2-methylphenyl)piperidin-1-yl)methyl)pyrazin-2-yl)dihydropyrimidine-2,4(1H,3H)-dione